CN1N=NC(=C1C=1C=C2C(=NC1)C1=C(N2C(C2CCOCC2)C2=CC=CC=C2)C(=NN1C)CN1CCN(CC1)C)C 6-(1,4-dimethyl-1H-1,2,3-triazol-5-yl)-1-methyl-3-((4-methylpiperazin-1-yl)methyl)-4-(phenyl-(tetrahydro-2H-pyran-4-yl)methyl)-1,4-dihydropyrazolo[3',4':4,5]pyrrolo[3,2-b]pyridine